NC1=C(SC2=NC(=CC(=C21)C(F)(F)F)C2=CC=C(OCC(=O)O)C=C2)C(NC2=CC=C(C=C2)F)=O 2-(4-(3-amino-2-((4-fluorophenyl)carbamoyl)-4-(trifluoromethyl)thieno[2,3-b]pyridin-6-yl)phenoxy)acetic acid